(+)-taxifoline O1[C@@H]([C@@H](O)C(=O)C=2C(O)=CC(O)=CC12)C1=CC(O)=C(O)C=C1